P(O)(=O)(OP(=O)(O)OP(=O)(O)O)OC[C@@H]1[C@H]([C@H]([C@@H](O1)N1C=NC=2C(=O)NC(NC)=NC12)O)O N-methyl-guanosine-5'-triphosphate